FC=1C(=NC=C(C(=O)OC)C1)N1CCN(CC1)C methyl 5-fluoro-6-(4-methylpiperazin-1-yl)nicotinate